4-[2-chloro-4-[[3-[3-(trifluoromethyl)-1H-pyrazol-4-yl]imidazo[1,2-a]pyrazin-8-yl]amino]benzoyl]-N-[(3R,4R)-4-hydroxypyrrolidin-3-yl]piperazine-1-carboxamide formate C(=O)O.ClC1=C(C(=O)N2CCN(CC2)C(=O)N[C@@H]2CNC[C@H]2O)C=CC(=C1)NC=1C=2N(C=CN1)C(=CN2)C=2C(=NNC2)C(F)(F)F